ClC1=CN=CC(=N1)NC1=NN(C(=C1)OC(F)F)S(=O)(=O)C1=CC=C(C)C=C1 6-chloro-N-(5-(difluoromethoxy)-1-tosyl-1H-pyrazol-3-yl)pyrazin-2-amine